CN1C([C@@H](CC1)NC1=NC=2C=CC=CC2C=2N1N=C(N2)C2=C(SC=C2)C)=O (3R)-1-methyl-3-{[2-(2-methylthiophene-3-yl)[1,2,4]triazolo[1,5-c]quinazolin-5-yl]amino}pyrrolidin-2-one